5-Ethynyl-uracil C(#C)C=1C(NC(NC1)=O)=O